NC=1NC(C=2N(C(N(C2N1)[C@@H]1O[C@@H](C[C@H]1O)CO)=O)CC(F)F)=O 2-amino-7-(2,2-difluoroethyl)-9-((2R,3R,5S)-3-hydroxy-5-(hydroxymethyl)tetrahydrofuran-2-yl)-7,9-dihydro-1H-purine-6,8-dione